C(#N)C=1C(=CC(=NC1)NC(=O)N1CCCC2=CC(=C(N=C12)C=O)CN1C(CN(CC1)C)=O)N[C@@H](CS(=O)(=O)C)C N-(5-cyano-4-(((2R)-1-(methylsulfonyl)propan-2-yl)amino)pyridin-2-yl)-7-formyl-6-((4-methyl-2-oxopiperazin-1-yl)methyl)-3,4-dihydro-1,8-naphthyridine-1(2H)-carboxamide